glucose sodium salt [Na].O=C[C@H](O)[C@@H](O)[C@H](O)[C@H](O)CO